C(C)(C)(C)OC(=O)N1CCC(CC1)(C(=O)O)C 1-(tert-butyloxycarbonyl)-4-methylpiperidine-4-carboxylic acid